C(#N)C1=C(C=C(C=C1F)C=C(C)C)N1CC2CCC(C1)N2C(=O)OC(C)(C)C tert-butyl 3-(2-cyano-3-fluoro-5-(2-methylpropan-1-en-1-yl) phenyl)-3,8-diazabicyclo[3.2.1]octane-8-carboxylate